2,6-dimethyl-4-heptanone oxime CC(C)CC(CC(C)C)=NO